CC1=C(C=NC=C1)NC(=O)C1(CC1)NC(OC(C)(C)C)=O tert-butyl (1-((4-methylpyridin-3-yl)carbamoyl)cyclopropyl)carbamate